C(C1=CC=CC=C1)(=O)NC1=C(C(=O)NC(C(=O)NCC=2OC=CC2)C)C=CC=C1 2-benzamido-N-[1-(furan-2-ylmethylamino)-1-oxopropan-2-yl]benzamide